C(#N)C1=C(OC2=CC=C3N=CC(=NC3=C2)C2COC3(C2)CCN(CC3)C(=O)OC(C)(C)C)C(=CC=C1F)F tert-butyl 3-[7-(2-cyano-3,6-difluoro-phenoxy)quinoxalin-2-yl]-1-oxa-8-azaspiro[4.5]decane-8-carboxylate